CCCCCCCCC(CCCCCCCC)(O)O heptadecane-9,9-diol